S(=O)(=O)(C1=CC=C(C)C=C1)N\N=C(/C)\C=1C=C(NC1)C(=O)OCC Ethyl (E)-4-(1-(2-tosylhydrazineylidene)ethyl)-1H-pyrrole-2-carboxylate